4,4-Dibromohydrazobenzene BrC1(CC=C(C=C1)NNC1=CC=CC=C1)Br